ClC=1C(=C(C(=CC1)C(F)(F)F)CNC(OCC1C2=CC=CC=C2C=2C=CC=CC12)=O)SC1=C(C=CC=C1)CO 9H-fluoren-9-ylmethyl N-[[3-chloro-2-[2-(hydroxymethyl)phenyl] sulfanyl-6-(trifluoromethyl)phenyl]methyl]carbamate